7-Methyl-5-[2-methyl-5-(trifluoromethyl)imidazo[4,5-b]pyridin-3-yl]indolin CC=1C=C(C=C2CCNC12)N1C(=NC=2C1=NC(=CC2)C(F)(F)F)C